OC1=CC=C(C=C1)C(/C=C/C1=CC(=C(C=C1)[O-])[N+](=O)[O-])=O 4-[(E)-3-(4-Hydroxyphenyl)-3-oxoprop-1-enyl]-2-nitrophenolate